ClC=1C=C(C=NC1)C=1N=C(NC(C1)=O)C=1C=C(CC(C(=O)N)(C)C)C=CC1F {3-[4-(5-Chloropyridin-3-yl)-6-oxo-1,6-dihydropyrimidin-2-yl]-4-fluorobenzyl}isobutyramide